di(tridecyl)naphthalene C(CCCCCCCCCCCC)C1=C(C2=CC=CC=C2C=C1)CCCCCCCCCCCCC